3-(1,1-difluoroethyl)phenol FC(C)(F)C=1C=C(C=CC1)O